(Z)-5-fluoro-N'-hydroxy-6'-(methyl-d3)-[3,4'-bipyridine]-2'-carboxamidine FC=1C=C(C=NC1)C1=CC(=NC(=C1)C([2H])([2H])[2H])/C(=N/O)/N